[Na+].F[B-](F)(F)F.N=CC=CN 1,5-diaza-pentadiene tetra-fluoroborate sodium salt